NC1SC(=C(N1)C=1C(=C(C=CC1)NS(=O)(=O)C1=C(C=CC=C1F)F)F)C1=NC(=NC=C1)NC1CC2(CS(C2)(=O)=O)C1 N-(3-(2-amino-5-(2-((2,2-dioxo-2-thiaspiro[3.3]hept-6-yl)amino)pyrimidin-4-yl)-2,3-dihydrothiazol-4-yl)-2-fluorophenyl)-2,6-difluorobenzenesulfonamide